N-[(E)-(4-fluoro-3-methoxyphenyl)methyleneamino]-N-isopropyl-1,1-dioxo-6-(4,4,5,5-tetramethyl-1,3,2-dioxaborolan-2-yl)-1,2-benzothiazol-3-amine FC1=C(C=C(C=C1)\C=N\N(C1=NS(C2=C1C=CC(=C2)B2OC(C(O2)(C)C)(C)C)(=O)=O)C(C)C)OC